C(C)OC(CC1=CC=CC2=C1O[C@@H](CN2C)C=2C=C(C1=C(C=CO1)C2)C2=C(C(=CC=C2)CN)F)=O (R)-2-(2-(7-(3-(aminomethyl)-2-fluorophenyl)benzofuran-5-yl)-4-methyl-3,4-dihydro-2H-benzo[b][1,4]oxazin-8-yl)acetic acid ethyl ester